C(C)(C)(C)OC(=O)N1CCN(CC1)C(=O)C1CCN(CC1)C1=C(C=C(C(=C1)OC)[N+](=O)[O-])Br 4-(1-(2-bromo-5-methoxy-4-nitrophenyl)piperidine-4-carbonyl)piperazine-1-carboxylic acid tert-butyl ester